methyl 2-(2-(2-(4-((2-(2-methoxyethoxy)acetamido)methyl)piperidin-1-yl)thiazole-4-carboxamido)acrylamido)acrylate COCCOCC(=O)NCC1CCN(CC1)C=1SC=C(N1)C(=O)NC(C(=O)NC(C(=O)OC)=C)=C